(4-(8-((2-cyclopropyl-5-ethoxy-4'-fluoro-[1,1'-biphenyl]-4-yl)methyl)-3-oxo-2,8-diazaspiro[4.5]decan-2-yl)phenyl)(methyl)phosphinic acid C1(CC1)C1=C(C=C(C(=C1)CN1CCC2(CC(N(C2)C2=CC=C(C=C2)P(O)(=O)C)=O)CC1)OCC)C1=CC=C(C=C1)F